N=1C=NN2C1C=C(C=C2)OC2=C(C=C(C=C2)NC2=NC=NN1C2=C(C=C1)N1CC(CC1)NC)C N-(4-([1,2,4]triazolo[1,5-a]pyridin-7-yloxy)-3-methylphenyl)-5-(3-(methylamino)pyrrolidin-1-yl)pyrrolo[2,1-f][1,2,4]triazin-4-amine